6-(3-Fluoropyridin-4-yl)-3-(2-methyl-5-(methylsulfonyl)phenyl)imidazo[1,2-a]pyrazin-8-amine trifluoroacetate FC(C(=O)O)(F)F.FC=1C=NC=CC1C=1N=C(C=2N(C1)C(=CN2)C2=C(C=CC(=C2)S(=O)(=O)C)C)N